5-allyl-3-methoxysalicylic acid C(C=C)C1=CC(=C(C(C(=O)O)=C1)O)OC